O[C@H](C(=O)N)C1=CC=CC=C1 (S)-2-hydroxy-2-phenylacetamide